FC(OC1=CC=C(C=C1)S(=O)(=O)N1CCC2(CC[C@@H](C2)N2[C@@H]3CO[C@H](C2)C3)CC1)F (1S,4S)-5-((S)-8-((4-(difluoromethoxy)phenyl)sulfonyl)-8-azaspiro[4.5]dec-2-yl)-2-oxa-5-azabicyclo[2.2.1]heptane